4-(3-(tert-butoxycarbonylamino)propylthio)phenylboronic Acid C(C)(C)(C)OC(=O)NCCCSC1=CC=C(C=C1)B(O)O